benzyl (2-(2-(1-amino-2-hydroxypropan-2-yl)-6-(4-fluorophenyl)pyridin-4-yl)propan-2-yl)carbamate NCC(C)(O)C1=NC(=CC(=C1)C(C)(C)NC(OCC1=CC=CC=C1)=O)C1=CC=C(C=C1)F